4-(2-amino-5-bromo-phenyl)-3-[(tert-butoxycarbonyl)amino]Butyric acid methyl ester COC(CC(CC1=C(C=CC(=C1)Br)N)NC(=O)OC(C)(C)C)=O